2-[[2-[2-oxo-3-(3-oxo-4H-pyrazino[2,3-b][1,4]oxazin-6-yl)-1,3-oxazolidin-5-yl]ethylamino]methyl]-6-(1H-triazol-5-ylmethoxy)-2,3-dihydro-1H-indene-4-carbonitrile O=C1OC(CN1C1=NC2=C(OCC(N2)=O)N=C1)CCNCC1CC=2C=C(C=C(C2C1)C#N)OCC1=CN=NN1